(1S,2S)-N-(6-(7-(1-aminopropan-2-yl)-6-fluoro-5-methyl-1H-indazol-4-yl)imidazo[1,2-a]pyrazin-2-yl)-2-fluorocyclopropane-1-carboxamide NCC(C)C=1C(=C(C(=C2C=NNC12)C=1N=CC=2N(C1)C=C(N2)NC(=O)[C@H]2[C@H](C2)F)C)F